(2S)-3-Methyl-2-(pentanoyl{[2'-(1H-tetrazol-5-yl)biphenyl-4-yl]methyl}amino)butanoic acid CC([C@@H](C(=O)O)N(CC1=CC=C(C=C1)C1=C(C=CC=C1)C1=NN=NN1)C(CCCC)=O)C